(3R)-tetrahydrofuran-3-yl 4-methylbenzenesulfonate CC1=CC=C(C=C1)S(=O)(=O)O[C@H]1COCC1